C(C(C)(C)C)OC(N(C)C)OCC(C)(C)C N,N-dimethylformamide dineopentylacetal